FC=1C=C(C=NC1C)[C@@H]1[C@](C1)(C(=O)NS(=O)(=O)C=1C=2C=CC(=NC2C=CC1)C)C1=C(C=CC(=C1)C)OC (1S,2R)-2-(5-fluoro-6-methylpyridin-3-yl)-1-(2-methoxy-5-methylphenyl)-N-(2-methylquinoline-5-sulfonyl)cyclopropane-1-carboxamide